ClC1=C(C(=O)NC=2C(=C(C=CC2F)NC(OC(C)(C)C)=O)F)C=C(C=C1)NC(=O)[C@@H]1C([C@H]1C1=CC(=C(C=C1)F)Cl)(Cl)Cl tert-Butyl (3-(2-chloro-5-((1R,3R)-2,2-dichloro-3-(3-chloro-4-fluorophenyl)cyclopropane-1-carboxamido)benzamido)-2,4-difluorophenyl)carbamate